2-chloro-9,10-bis(acetyloxy)anthracene ClC1=CC2=C(C3=CC=CC=C3C(=C2C=C1)OC(C)=O)OC(C)=O